sulfonyl-6-tert-butyl-2-(p-tolyl)pyridine-3-carboxamide S(=O)(=O)=NC(=O)C=1C(=NC(=CC1)C(C)(C)C)C1=CC=C(C=C1)C